CC=1N=C2N(N=C(C=C2C)C=2C=C(C=3N(C2)C=C(N3)C3CCN(CC3)C(=O)OC(C)(C)C)OC(F)(F)F)C1 tert-butyl 4-(6-(2,8-dimethylimidazo[1,2-b]pyridazin-6-yl)-8-(trifluoromethoxy)imidazo[1,2-a]pyridin-2-yl)piperidine-1-carboxylate